O=C1NC=C(C2=CC=CC=C12)CNC(=O)N 1-((1-oxo-1,2-dihydroisoquinolin-4-yl)methyl)urea